4-chloro-3-(2,2-dimethylcyclopropyl)pyridine ClC1=C(C=NC=C1)C1C(C1)(C)C